3-{4-[(2,5-dimethylphenyl)sulfamoyl]phenyl}-1-(pyridin-3-ylmethyl)urea CC1=C(C=C(C=C1)C)NS(=O)(=O)C1=CC=C(C=C1)NC(NCC=1C=NC=CC1)=O